3-ethyl-13-(8-((2-hexyldecanoyl) oxy) octyl)-8-oxo-9-oxa-3,7,13-triazahenicosan-21-yl 2-hexyldecanoate C(CCCCC)C(C(=O)OCCCCCCCCN(CCCOC(NCCCN(CC)CC)=O)CCCCCCCCOC(C(CCCCCCCC)CCCCCC)=O)CCCCCCCC